N-{1-[3-(1H-1,2,4-triazol-1-yl)phenyl]ethyl}acetamide N1(N=CN=C1)C=1C=C(C=CC1)C(C)NC(C)=O